3-(3-fluorophenyl)propanoate FC=1C=C(C=CC1)CCC(=O)[O-]